C(C)(C)OC(=O)N1CCN(CC1)C1=NC=2N(C=C1)N=CC2C=2C(N(C=CC2)C)=O 4-(3-(1-methyl-2-oxo-1,2-dihydropyridin-3-yl)pyrazolo[1,5-a]pyrimidin-5-yl)piperazine-1-carboxylic acid isopropyl ester